NC1=CC(=C(C(=N1)C1=C(C=2N=C(N=C(C2C=N1)N(C)CC1CNC1)OC[C@]12CCCN2C[C@@H](C1)F)F)C1CC1)C 7-(6-amino-3-cyclopropyl-4-methylpyridin-2-yl)-N-(azetidin-3-ylmethyl)-8-fluoro-2-(((2R,7aS)-2-fluorotetrahydro-1H-pyrrolizin-7a(5H)-yl)methoxy)-N-methylpyrido[4,3-d]pyrimidin-4-amine